CN1CCN(CC1)C1=NC=CC(=C1)C=1C=C2C(=NC1)NC=C2C2=CC=C1C(NC3(C1=C2)CCCCC3)=O 6'-(5-(2-(4-Methylpiperazin-1-yl)pyridin-4-yl)-1H-pyrrolo[2,3-b]pyridin-3-yl)spiro[cyclohexane-1,1'-isoindolin]-3'-one